2-{1-[2-(2,3-Difluorophenyl)ethyl]-1H-imidazol-4-yl}-4-[5-(trifluoromethyl)-1H-1,2,3-triazol-4-yl]pyridin FC1=C(C=CC=C1F)CCN1C=NC(=C1)C1=NC=CC(=C1)C=1N=NNC1C(F)(F)F